C1=CC=CC=2C3=CC=CC=C3C(C12)COC(=O)N(C(CC(=O)O)C(=O)N1C2COCC1CC2)C 3-[9H-fluoren-9-ylmethoxycarbonyl(methyl)amino]-4-(3-oxa-8-azabicyclo[3.2.1]octan-8-yl)-4-oxobutanoic acid